C1(=CC=CC=C1)C1=C(C2=C(N=NN(C2=O)P([O-])([O-])=O)C=C1)C1=CC=CC=C1 diphenyl-4-oxobenzo[d][1,2,3]triazine-3(4H)-ylphosphonate